BrC=1C=NN2C1OC[C@H](C2)NC (S)-3-bromo-N-methyl-6,7-dihydro-5H-pyrazolo[5,1-b][1,3]Oxazin-6-amine